Cl.NC(C(=O)N1CCN(CC1)C(=O)NC1=NC(N(C=C1)C1=CC=C(C=C1)CN(CC)[C@@H]1CC[C@H](CC1)N)=O)(C)C 4-(2-Amino-2-methylpropanoyl)-N-(1-(4-(((trans-4-aminocyclohexyl)(ethyl)amino)methyl)phenyl)-2-oxo-1,2-dihydropyrimidin-4-yl)piperazine-1-carboxamide hydrochloride salt